methyl 4-chloro-5-(2,2,2-trifluoroethyl)pyrimido[5,4-b]indole-8-carboxylate ClC1=NC=NC2=C1N(C=1C=CC(=CC21)C(=O)OC)CC(F)(F)F